ClC1=C(C#N)C=CC(=C1)N1CC2(C[C@@H]1C)CCN(CC2)C=2N=NC(=CC2)C(=O)N2CC(C2)CN2CCC(CC2)C2=CC(=CC=C2)NC2C(NC(CC2)=O)=O 2-Chloro-4-((3S)-8-(6-(3-((4-(3-((2,6-dioxopiperidin-3-yl)amino)phenyl)piperidin-1-yl)meth-yl)azetidine-1-carbonyl)-pyridazin-3-yl)-3-methyl-2,8-diazaspiro[4.5]decan-2-yl)benzonitrile